(R)-6-(2-hydroxy-2-(3'-(trifluoromethyl)-[1,1'-biphenyl]-3-yl)acetyl)-2-(1-phenylcyclopropyl)-3,5,6,7,8,9-hexahydro-4H-pyrimido[5,4-c]azepin-4-one O[C@@H](C(=O)N1CC2=C(CCC1)N=C(NC2=O)C2(CC2)C2=CC=CC=C2)C=2C=C(C=CC2)C2=CC(=CC=C2)C(F)(F)F